BrC1=CC2=C(N=C(N=C2)C=2C(=NOC2)N)N2C1=NCC2 (6-bromo-8,9-dihydroimidazo[1',2':1,6]pyrido[2,3-d]pyrimidin-2-yl)isoxazol-3-amine